benzyl (10S,13S)-10-[(tert-butoxycarbonyl)amino]-13-{4-[(tert-butoxycarbonyl)amino]butyl}-2,2-dimethyl-4,11,14-trioxo-3-oxa-5,12,15-triazahenicosan-21-oate C(C)(C)(C)OC(=O)N[C@@H](CCCCNC(OC(C)(C)C)=O)C(N[C@H](C(NCCCCCC(=O)OCC1=CC=CC=C1)=O)CCCCNC(=O)OC(C)(C)C)=O